2,2,2-Trifluoro-N-[4-[5-[2-[[(3S,5S)-5-fluoro-3-piperidyl]amino]pyrimidin-4-yl]-2-methyl-thiazol-4-yl]oxy-3-methyl-1-isoquinolyl]ethanesulfonamide FC(CS(=O)(=O)NC1=NC(=C(C2=CC=CC=C12)OC=1N=C(SC1C1=NC(=NC=C1)N[C@@H]1CNC[C@H](C1)F)C)C)(F)F